2,6-diphenyl-4-chloropyridine C1(=CC=CC=C1)C1=NC(=CC(=C1)Cl)C1=CC=CC=C1